(S)-6-acetyl-8-cyclopentyl-2-((5-(1-(4-(1-hydroxyethyl)benzyl)piperidin-4-yl)pyridin-2-yl)amino)-5-methylpyrido[2,3-d]pyrimidin-7(8H)-one C(C)(=O)C1=C(C2=C(N=C(N=C2)NC2=NC=C(C=C2)C2CCN(CC2)CC2=CC=C(C=C2)[C@H](C)O)N(C1=O)C1CCCC1)C